[9-(4-chlorophenyl)-8-(3-fluoro-2-pyridinyl)-2-[2-hydroxyethyl-(methyl)amino]purin-6-yl]-4-methyl-piperidine-4-carboxamide ClC1=CC=C(C=C1)N1C2=NC(=NC(=C2N=C1C1=NC=CC=C1F)N1CCC(CC1)(C(=O)N)C)N(C)CCO